(3S)-3-{4'-chloro-4,5-difluoro-2',6'-dimethyl-[1,1'-biphenyl]-3-yl}-3-[(2S)-4-methyl-2-[(1-methyl-2-oxo-1,2-dihydropyridin-3-yl)formamido]pentanamido]propanoic acid ClC1=CC(=C(C(=C1)C)C1=CC(=C(C(=C1)F)F)[C@H](CC(=O)O)NC([C@H](CC(C)C)NC(=O)C=1C(N(C=CC1)C)=O)=O)C